Methyl 5-(3-fluoro-1H-pyrazol-1-yl)quinoline-2-carboxylate FC1=NN(C=C1)C1=C2C=CC(=NC2=CC=C1)C(=O)OC